N-(4-cyano-2-fluorophenyl)-6-phenyl-1H-indole-3-sulfonamide C(#N)C1=CC(=C(C=C1)NS(=O)(=O)C1=CNC2=CC(=CC=C12)C1=CC=CC=C1)F